FC1=CC=C2N3N=CC4=C(N=C(CCCSCCOC2=C1)N=C34)O 5-fluoro-8-oxa-11-thia-1,16,20,22-tetrazatetracyclo[13.5.2.02,7.018,21]docosa-2,4,6,15,17,19,21-heptaen-17-ol